(1s,4s)-4-(((4-(((E)-2-(aminomethyl)-3-fluoroallyl)oxy)phenyl)sulfonyl)methyl)cyclohexan-1-ol NC/C(/COC1=CC=C(C=C1)S(=O)(=O)CC1CCC(CC1)O)=C\F